[O-]O.C(C)(C)(C)C1=C(C=CC=C1)C(C)C tert-butyl-(isopropylbenzene) hydroperoxide